2-[4-[(3S)-1-(3-fluoropropyl)pyrrolidin-3-yl]oxyphenyl]-3-(4-hydroxyphenyl)-2,3-dihydro-1,4-benzoxathiin-6-ol FCCCN1C[C@H](CC1)OC1=CC=C(C=C1)C1OC2=C(SC1C1=CC=C(C=C1)O)C=C(C=C2)O